1-cyclopropyl-4-(4,4,5,5-tetramethyl-1,3,2-dioxaborolan-2-yl)pyridine C1(CC1)N1CC=C(C=C1)B1OC(C(O1)(C)C)(C)C